FC(C1=NC=CC(=C1)N1CC(C1)CC(=O)N1CC2=C3CCCC3=NC=C2C1)F 2-[1-(2-Difluoromethyl-pyridin-4-yl)-azetidin-3-yl]-1-(3,6,7,8-tetrahydro-1H-2,5-diaza-as-indacen-2-yl)-ethanone